sodium bismuthide [Na].[Na].[Na].[Bi]